C1N(CCC2C1C1=C(OCC2)C=CC=C1)C(=O)OC(C)(C)C tert-Butyl 3,4,4a,5,6,11b-hexahydrobenzo[2,3]oxepino[4,5-c]pyridine-2(1H)-carboxylate